FC1(CC(C1)C1=NC(=NO1)C=1C=C(C(=C(C1)C=1N=C2N(C=C(C=C2)N2CCOCC2)C1C(=O)N)C)F)F (5-(5-(3,3-difluorocyclobutyl)-1,2,4-oxadiazol-3-yl)-3-fluoro-2-methylphenyl)-6-morpholinoimidazo[1,2-a]pyridine-3-carboxamide